Methyl 2-hydroxy-5-[(Z)-3-oxo-3-phenylprop-1-enyl]benzoate OC1=C(C(=O)OC)C=C(C=C1)\C=C/C(C1=CC=CC=C1)=O